BrC=1C=C(C=C2C(CCOC12)C(=O)O)F 8-bromo-6-fluorochromane-4-carboxylic acid